5-(3-cyclopropylpyrazolo[1,5-a]pyrimidin-5-yl)-4-(1-methyl-1H-pyrazol-4-yl)-7H-pyrrolo[2,3-d]pyrimidine C1(CC1)C=1C=NN2C1N=C(C=C2)C2=CNC=1N=CN=C(C12)C=1C=NN(C1)C